(R or S)-4-(4-fluorophenyl)(p-tolyl)methyl-piperidine FC1=CC=C(C=C1)C1CCN(CC1)CC1=CC=C(C=C1)C